3-Amino-3-[(3-hydroxy-1-methoxy-1-oxohexan-2-yl)carbamoyl]propanoic acid NC(CC(=O)O)C(NC(C(=O)OC)C(CCC)O)=O